6-amino-7-(3-benzyloxy-2,6-dimethyl-phenyl)-3-cyclopropyl-imidazo[4,5-b]pyridine-5-carbonitrile NC=1C(=C2C(=NC1C#N)N(C=N2)C2CC2)C2=C(C(=CC=C2C)OCC2=CC=CC=C2)C